NC=1SC2=C(N1)C(=CC=C2)C 2-amino-4-methylbenzothiazole